COC1=C(C=CC(=C1)C(F)(F)F)C=1N(C=C(N1)[N+](=O)[O-])C 2-(2-methoxy-4-(trifluoromethyl)phenyl)-1-methyl-4-nitro-1H-imidazole